5-bromo-4-difluoromethylthiazol-2-amine BrC1=C(N=C(S1)N)C(F)F